3-(4-(dimethylamino)phenyl)-N-(2-(4-((5-(4-(dimethylamino)phenyl)pyridin-2-yl)oxy)piperidine-1-carbonyl)-4-(trifluoromethoxy)phenyl)propanamide CN(C1=CC=C(C=C1)CCC(=O)NC1=C(C=C(C=C1)OC(F)(F)F)C(=O)N1CCC(CC1)OC1=NC=C(C=C1)C1=CC=C(C=C1)N(C)C)C